BrC1=C2C(=C(N=C1)NCC=1C=C(C(=O)NC)C=CC1)OCC2 3-(((4-Bromo-2,3-dihydrofuro[2,3-c]pyridin-7-yl)amino)methyl)-N-methylbenzamide